5-(4-(((tetrahydro-2H-pyran-2-yl)Oxy)methyl)piperidin-1-yl)isobenzofuran-1(3H)-one O1C(CCCC1)OCC1CCN(CC1)C=1C=C2COC(C2=CC1)=O